N1(C=NC=C1)CC=1C(=C(C(=C2C=NNC12)C=1N=CC=2N(C1)C=C(N2)NC(=O)C2C(C2)F)Cl)F N-(6-(7-((1H-imidazol-1-yl)methyl)-5-chloro-6-fluoro-1H-indazol-4-yl)imidazo[1,2-a]pyrazin-2-yl)-2-fluorocyclopropane-1-carboxamide